1-(3-{5-chloro-3-[(2R,6R)-1-(5-fluoro-3-iodopyridin-2-yl)-2,6-dimethylpiperidine-4-carbonyl]-6-(2H-1,2,3-triazol-2-yl)-1H-pyrrolo[2,3-b]pyridin-1-yl}azetidin-1-yl)ethan-1-one ClC=1C=C2C(=NC1N1N=CC=N1)N(C=C2C(=O)C2C[C@H](N([C@@H](C2)C)C2=NC=C(C=C2I)F)C)C2CN(C2)C(C)=O